ClC1=NC(=NC(=C1)N1N=C(C=C1C)C)NC1CCC(CC1)F 4-chloro-6-(3,5-dimethyl-1H-pyrazol-1-yl)-N-(4-fluorocyclohexyl)pyrimidin-2-amine